N-[(3-chloro-4-fluorophenyl)methyl]-1-methyl-N-[[(1R,5S)-3-methyl-3-azabicyclo[3.1.0]hexan-6-yl]methyl]imidazole-4-carboxamide ClC=1C=C(C=CC1F)CN(C(=O)C=1N=CN(C1)C)CC1[C@H]2CN(C[C@@H]12)C